1H-1,2,3,4-tetrazole-5-carboxylic acid ethyl ester C(C)OC(=O)C1=NN=NN1